ClC=1C=NC=CC1C1N(CCNC1)C(=O)C1=C(C=C(C=C1)NC(=O)C1CC1)N1CCCC1 N-[4-[2-(3-chloropyridin-4-yl)piperazine-1-carbonyl]-3-pyrrolidin-1-ylphenyl]cyclopropanecarboxamide